o-cyanobenzoyl chloride C(#N)C1=C(C(=O)Cl)C=CC=C1